N=1N(N=C2C1C=CC=C2)C2=C(C(=CC(=C2)C(CC)(C)C)C(CC)(C)C)O 2-(2H-benzotriazol-2-yl)-4,6-bis(1,1-dimethylpropyl)-phenol